CC(C)C1=NOC=C1 (propan-2-yl)-1,2-oxazole